1-((4-methoxyphenyl)ethynyl)-2-nitrobenzene COC1=CC=C(C=C1)C#CC1=C(C=CC=C1)[N+](=O)[O-]